6-(1H-1,2,4-triazol-5-yl)-2-azaspiro[3.3]heptane-2-carboxylic Acid Tert-Butyl Ester C(C)(C)(C)OC(=O)N1CC2(C1)CC(C2)C2=NC=NN2